(2R,3R)-2-(2,4-difluorophenyl)-3-((1-(2-fluoropyridin-3-yl)ethyl)disulfanyl)-1-(1H-1,2,4-triazol-1-yl)butan-2-ol FC1=C(C=CC(=C1)F)[C@@](CN1N=CN=C1)([C@@H](C)SSC(C)C=1C(=NC=CC1)F)O